NC1=NC(=NC(=C1CO)C12CC(C1)(C2)C(F)(F)F)N2C[C@@H](O[C@@H](C2)C)C=2C=NN(C2)C(F)F [4-amino-2-[(2S,6R)-2-[1-(difluoromethyl)pyrazol-4-yl]-6-methyl-morpholin-4-yl]-6-[3-(trifluoromethyl)-1-bicyclo[1.1.1]pentanyl]pyrimidin-5-yl]methanol